O=C1NC(CCC1N1C(C2=CC=C(C=C2C1=O)NCCCCCCN1N=CC(=C1)C1=NC2=C(C=CC=C2N=C1)F)=O)=O (2,6-Dioxopiperidin-3-yl)-5-((6-(4-(8-fluoroquinoxalin-2-yl)-1H-pyrazol-1-yl)hexyl)amino)isoindoline-1,3-dione